N-[2-[[6-benzyloxy-8-fluoro-7-(1,1,4-trioxo-1,2,5-thiadiazolidin-2-yl)-2-naphthyl]oxy]ethyl]-2-[4-[3-(2,6-dioxo-3-piperidyl)-1-methyl-indazol-6-yl]-1-piperidyl]acetamide C(C1=CC=CC=C1)OC=1C=C2C=CC(=CC2=C(C1N1S(NC(C1)=O)(=O)=O)F)OCCNC(CN1CCC(CC1)C1=CC=C2C(=NN(C2=C1)C)C1C(NC(CC1)=O)=O)=O